C[C@@H](C1=CC=CC=C1)NCC2=CC=CC=C2 (S)-(-)-N-benzyl-alpha-methylbenzylamine